N-benzyl-6-bromopyridin-2-amine C(C1=CC=CC=C1)NC1=NC(=CC=C1)Br